C(C)(C)(C)NC(=O)C1=C(N=C(S1)NC(=O)C1CC(C1)NC1=NC=CC2=CC=C(C=C12)C1=NOC(=N1)C)Cl N-tert-butyl-4-chloro-2-[[3-[[7-(5-methyl-1,2,4-oxadiazol-3-yl)-1-isoquinolyl]amino]cyclobutanecarbonyl]amino]thiazole-5-carboxamide